BrC1=C(C=C(C(=O)N2CC=3N(CC2)C(N(C3C(=O)N[C@H](C)C3=C(C=C(C=C3)OCC#N)F)C3=CC=C(C=C3)OCC(F)(F)F)=O)C=C1)Cl |r| 7-(4-bromo-3-chloro-benzoyl)-3-oxo-N-[rac-(1R)-1-[4-(cyanomethoxy)-2-fluoro-phenyl]ethyl]-2-[4-(2,2,2-trifluoroethoxy)phenyl]-6,8-dihydro-5H-imidazo[1,5-a]pyrazine-1-carboxamide